N-[(3R,4R)-4-[4-(2-fluoro-6-hydroxy-3-methoxybenzoyl)benzamido]pyrrolidin-3-yl]-1H-1,3-benzodiazole-5-carboxamide FC1=C(C(=O)C2=CC=C(C(=O)N[C@H]3[C@@H](CNC3)NC(=O)C3=CC4=C(NC=N4)C=C3)C=C2)C(=CC=C1OC)O